(cis)-7-(4-(1-ethyl-3-(6-(trifluoromethyl)pyridin-3-yl)-1H-1,2,4-triazol-5-yl)cyclohexyl)-2-thia-7-azaspiro[3.5]nonane 2,2-dioxide C(C)N1N=C(N=C1[C@H]1CC[C@H](CC1)N1CCC2(CS(C2)(=O)=O)CC1)C=1C=NC(=CC1)C(F)(F)F